ClC1=CC=C(C=C1)C=1N=C(NC1)C=1C=CC(=NC1)OC 5-[4-(4-chlorophenyl)-1H-imidazol-2-yl]-2-methoxy-pyridine